C(C)(C)(C)OC(=O)N1CC2(C1)CC(C2)SC2=C(C=C(C=C2)F)Cl.ClC=2C=C1C(=CNC1=CC2)CCCNS(=O)(=O)C2=CC(=CC=C2)OCCCN2CCCCC2 N-(3-(5-chloro-1H-indol-3-yl)propyl)-3-(3-(piperidin-1-yl)propoxy)benzenesulfonamide Tert-Butyl-6-((2-chloro-4-fluorophenyl)thio)-2-azaspiro[3.3]heptane-2-carboxylate